2,3,14-trihydroxy-10,13-dimethyl-17-(2-morpholinoacetyl)-2,3,4,5,9,11,12,15,16,17-decahydro-1H-cyclopenta[a]phenanthren-6-one OC1CC2(C3CCC4(C(CCC4(C3=CC(C2CC1O)=O)O)C(CN1CCOCC1)=O)C)C